1-(2-(6-methylthieno[3,2-d]pyrimidine-4-carbonyl)-2-azaspiro[3.3]heptan-6-yl)-3-(3-(trifluoromethyl)phenyl)urea CC1=CC=2N=CN=C(C2S1)C(=O)N1CC2(C1)CC(C2)NC(=O)NC2=CC(=CC=C2)C(F)(F)F